NC=1C=C(C=CC1N)N1CC[C@@H]2[C@H]1C(NC2)=O (3aS,6aS)-1-(3,4-diaminophenyl)-2,3,3a,4,5,6a-hexahydropyrrolo[2,3-c]pyrrol-6-one